2-benzyl 1-(tert-butyl) (2R,4S)-4-(2-((tert-butoxycarbonyl)amino)acetamido)-2-(4-(4,4,5,5-tetramethyl-1,3,2-dioxaborolan-2-yl)butyl)piperidine-1,2-dicarboxylate C(C)(C)(C)OC(=O)NCC(=O)N[C@@H]1C[C@@](N(CC1)C(=O)OC(C)(C)C)(C(=O)OCC1=CC=CC=C1)CCCCB1OC(C(O1)(C)C)(C)C